CYCLOOCTENYL METHYL CARBONATE C(OC1=CCCCCCC1)(OC)=O